(2R)-2-[(3S)-1-[6-(5-{[(4-cyclobutylpyrimidin-2-yl)oxy]methyl}-1-methyl-1H-1,2,3-triazol-4-yl)-2-ethylpyridin-3-yl]pyrrolidin-3-yl]propanoic acid C1(CCC1)C1=NC(=NC=C1)OCC1=C(N=NN1C)C1=CC=C(C(=N1)CC)N1C[C@@H](CC1)[C@H](C(=O)O)C